C([C@H](O)C)(=O)OCC ethyl D-lactate